tert-butyl (3R)-3-[[3-(5-methyl-1,2,4-oxadiazol-3-yl)benzoyl]amino]butanoate CC1=NC(=NO1)C=1C=C(C(=O)N[C@@H](CC(=O)OC(C)(C)C)C)C=CC1